C1(CC1)C=1C(=C2C(C(N(C2=C(C1)F)CC(=O)N[C@@H]([C@@H](CC(=O)O)C(F)(F)F)C)=O)(C)C)F (3R,4R)-4-(2-(5-cyclopropyl-4,7-difluoro-3,3-dimethyl-2-oxoindolin-1-yl)acetamido)-3-(trifluoromethyl)pentanoic acid